2-((2-oxo-4-(o-tolyl)-1,2-dihydroquinolin-7-yl)oxy)propanoic acid O=C1NC2=CC(=CC=C2C(=C1)C1=C(C=CC=C1)C)OC(C(=O)O)C